OC[C@H](C1=CC=CC=C1)NC1=NC(=NC=C1C=1OC(=NN1)C1=NC=CC=C1)NC1=CC=C2C(=N1)N(NC2=O)C (S)-6-((4-((2-hydroxy-1-phenylethyl)amino)-5-(5-(pyridin-2-yl)-1,3,4-oxadiazol-2-yl)pyrimidin-2-yl)amino)-1-methyl-1,2-dihydro-3H-pyrazolo[3,4-b]pyridin-3-one